C(#N)C1=CC=2C3=C(C=NC2C=C1)N=C(N3[C@H]3C[C@H](OCC3)C)CC(=O)[O-].[Li+] Lithium 2-(8-cyano-1-((2R,4R)-2-methyltetrahydro-2H-pyran-4-yl)-1H-imidazo[4,5-c]quinolin-2-yl)acetate